C(C)C(CCCCC)N1C(C2=CNC(C2=C1)=O)=O dl-2-(ethylhexyl)pyrrolo[3,4-c]pyrrole-1,4-dione